CN(S(=O)(=O)C=1C(=NC=C(C1)C1=CC(=CC=C1)C(F)(F)F)N1CN=C2N1C=CC(=C2)C(F)(F)F)C N,N-dimethyl-5-(3-trifluoromethylphenyl)-2-(7-trifluoromethyl-1,2,4-triazolo[1,5-a]pyridin-3-yl)pyridine-3-sulfonamide